racemic-alaninol N[C@@H](C)CO |r|